2-((2-methoxyphenyl)amino)-4-((3-methoxyphenyl)amino)pyrimidine-5-carboxylic acid COC1=C(C=CC=C1)NC1=NC=C(C(=N1)NC1=CC(=CC=C1)OC)C(=O)O